C(C)(C)OC(=O)N1CCC2(CN(C(N2CC2=CC(=CC=C2)OC)=O)C2=CC=C(C=C2)C=2C=NNC2)CC1 3-(4-(1H-pyrazol-4-yl)phenyl)-1-(3-methoxybenzyl)-2-oxo-1,3,8-triazaspiro[4.5]decane-8-carboxylic acid isopropyl ester